N-(4,4-dimethylcyclohexyl)-6-methoxy-1H-pyrrolo[2,3-b]pyridine-2-carboxamide CC1(CCC(CC1)NC(=O)C1=CC=2C(=NC(=CC2)OC)N1)C